2-(4-hydroxy-3,5-dimethoxybenzylidene)malonic acid OC1=C(C=C(C=C(C(=O)O)C(=O)O)C=C1OC)OC